FC=1C(=CC(=C(C(=O)N)C1)O[C@H](C(F)(F)F)C)N1N=C2SCCCN2C1=O 5-fluoro-4-(3-oxo-6,7-dihydro-5H-[1,2,4]triazolo[3,4-b][1,3]thiazin-2(3H)-yl)-2-{[(2S)-1,1,1-trifluoropropan-2-yl]oxy}benzamide